(R)-2-(N-[4-amino-5-[4-(difluoromethoxy)benzoyl]thiazol-2-yl]-4-benzyloxy-anilino)propanamide NC=1N=C(SC1C(C1=CC=C(C=C1)OC(F)F)=O)N(C1=CC=C(C=C1)OCC1=CC=CC=C1)[C@@H](C(=O)N)C